FC(Cl)F difluorochloromethane